sodium ethenesulfonate C(=C)S(=O)(=O)[O-].[Na+]